CC(C)OC=1C=C2C(=C(C(=NC2=CC1)C1=CC(=CC=C1)C(F)(F)F)CN1CCC(CC1)N1CCOCC1)C(=O)NC1(CC1)C1=CC=CC=C1 6-[(1-methylethyl)oxy]-3-{[4-(4-morpholinyl)-1-piperidinyl]methyl}-N-(1-phenylcyclopropyl)-2-[3-(trifluoromethyl)phenyl]-4-quinolinecarboxamide